N1=CC(=CC=C1)CN1C(C(=C(C1=O)C1=CC=C(C=C1)C(F)(F)F)C#CC1=CC=CC=C1)=O 1-(pyridin-3-ylmethyl)-3-(phenylethynyl)-4-(4-(trifluoromethyl)phenyl)-1H-pyrrole-2,5-dione